NC=1C(=C(C(=O)OC)C=C(C1)CC1=CC=C(C=C1)OC)[N+](=O)[O-] methyl 3-amino-5-(4-methoxybenzyl)-2-nitrobenzoate